5-((difluoromethoxy)methyl)-3-(4-(trifluoromethyl)phenyl)pyrrolidin-3-ol FC(OCC1CC(CN1)(O)C1=CC=C(C=C1)C(F)(F)F)F